2-((2S)-1-acryloyl-4-(8-chloro-4-(3-(dimethylamino)-3-methylazetidin-1-yl)6-fluoro-7-(m-tolyl)1H-[1,2,3]triazolo[4,5-c]quinolin-1-yl)piperidin-2-yl)acetonitrile C(C=C)(=O)N1[C@@H](CC(CC1)N1N=NC=2C(=NC=3C(=C(C(=CC3C21)Cl)C=2C=C(C=CC2)C)F)N2CC(C2)(C)N(C)C)CC#N